C1(=CC=CC=C1)C=1C2=CC=CC=C2C(=C2C=CC(=CC12)N(C=1C=CC=2N(C3=CC=CC=C3C2C1)C1=CC=CC=C1)C1=CC=CC=C1)C1=CC=CC=C1 N-(9,10-diphenyl-2-anthracenyl)-N,9-diphenyl-9H-carbazol-3-amine